BrC1=C(C=C(C=C1)O)COC1CC2=CC=CC=C2C1 4-bromo-3-[(2,3-dihydro-1H-inden-2-yloxy)methyl]phenol